5-(4-fluorophenyl)-2-isoxazoline-3-carboxylate FC1=CC=C(C=C1)C1CC(=NO1)C(=O)[O-]